2-(3-{5-chloro-2-[(oxazin-4-yl)amino]pyrimidin-4-yl}-5-oxo-5H,6H,7H-pyrrolo[3,4-b]pyridin-6-yl)acetic acid ClC=1C(=NC(=NC1)NC1=CNOC=C1)C=1C=C2C(=NC1)CN(C2=O)CC(=O)O